2-(4-(2-((3-(Bis((9Z,12Z,15Z)-2-hydroxyoctadeca-9,12,15-trien-1-yl)amino)butyl)disulfaneyl)ethyl)piperazin-1-yl)ethyl 4-(bis(2-hydroxydecyl)amino)pentanoate OC(CN(C(CCC(=O)OCCN1CCN(CC1)CCSSCCC(C)N(CC(CCCCCC\C=C/C\C=C/C\C=C/CC)O)CC(CCCCCC\C=C/C\C=C/C\C=C/CC)O)C)CC(CCCCCCCC)O)CCCCCCCC